(7S,8aS)-7-(3-[7-fluoro-[1,2,4]triazolo[1,5-a]pyridin-8-yl]prop-2-yn-1-yl)-6-oxo-hexahydropyrrolo[1,2-a]pyrazine-2-carboxylic acid tert-butyl ester C(C)(C)(C)OC(=O)N1C[C@H]2N(CC1)C([C@H](C2)CC#CC=2C=1N(C=CC2F)N=CN1)=O